(R)-2-(3,5-dimethyl-4-(4-(3-methylmorpholino)-2-(1H-pyrrolo[2,3-b]pyridin-4-yl)thieno[3,2-d]pyrimidin-7-yl)-1H-pyrazol-1-yl)ethan-1-ol CC1=NN(C(=C1C1=CSC2=C1N=C(N=C2N2[C@@H](COCC2)C)C2=C1C(=NC=C2)NC=C1)C)CCO